dibenzylcyclohexane-1,2-diamine C(C1=CC=CC=C1)C1(C(CCCC1)(N)CC1=CC=CC=C1)N